2-(THIOPHEN-3-YL)ACETALDEHYDE S1C=C(C=C1)CC=O